C(C)(=O)SC1CN(C1)C1=CC(=C2C(C(=CN(C2=N1)C=1SC=CN1)C(=O)O)=O)C 7-[3-(acetylsulfanyl)azetidin-1-yl]-5-methyl-4-oxo-1-(1,3-thiazol-2-yl)-1,4-dihydro-1,8-naphthyridine-3-carboxylic acid